C(C1=CC=CC=C1)OC1=CC=C(C=C1)C1=CC(=CC(=C1)F)CC(=O)O 2-(4'-(benzyloxy)-5-fluoro-[1,1'-biphenyl]-3-yl)acetic acid